N-methyl-3,5-dimethylpiperidine CN1CC(CC(C1)C)C